methyl 3-vinylimidazo[1,2-b]pyridazine-6-carboxylate C(=C)C1=CN=C2N1N=C(C=C2)C(=O)OC